C(C(=C)C)(=O)OCCC[Si](OCCOC)(OCCOC)OCCOC 3-methacryloxypropyltris(methoxyethoxy)silicon